5-(3-methoxyphenyl)-3-phenyl-1H-1,2,4-triazole COC=1C=C(C=CC1)C1=NC(=NN1)C1=CC=CC=C1